NC1=CC(=NC(=C1)C(C)=O)C(C)=O 4-amino-2,6-diacetylpyridine